CC1=C(C=CC=C1OCCCN1CC2(CCOC2)CC1)C1=C(C(=CC=C1)C=1SC=2CNCCC2N1)C 7-(3-((2,2'-dimethyl-3'-(4,5,6,7-tetrahydrothiazolo[5,4-c]pyridin-2-yl)-[1,1'-biphenyl]-3-yl)oxy)propyl)-2-oxa-7-azaspiro[4.4]nonane